N-(4-fluorobenzenesulfonyl)acetamide FC1=CC=C(C=C1)S(=O)(=O)NC(C)=O